N-[2-(sulfanyl)ethyl]-5-oxooxolan-3-carboxamide SCCNC(=O)C1COC(C1)=O